C1=CC2=NN=NC2=C1 triazapentalene